3-(4-hydroxyphenyl)-3-(4-(trifluoromethoxy)phenyl)-7-(trifluoromethyl)indolin-2-one OC1=CC=C(C=C1)C1(C(NC2=C(C=CC=C12)C(F)(F)F)=O)C1=CC=C(C=C1)OC(F)(F)F